C1=NC=C(C2=CC=NC=C12)C=O 2,7-NAPHTHYRIDINE-4-CARBALDEHYDE